CC1CN(CC(C1)C)CCN 2-(3,5-dimethyl-piperidin-1-yl)-ethylamine